FC(F)C1=NNC=C1I (difluoromethyl)-4-iodopyrazole